3-Methyl-4-sec-octylphenol CC=1C=C(C=CC1C(C)CCCCCC)O